FC1=CC=C(C=C1)N1C(N(C=2C=NC=3C=CC(=CC3C21)C=2C=NC(=CC2)C=2C=NN(C2)C)C)=O 1-(4-fluorophenyl)-3-methyl-8-(6-(1-methyl-1H-pyrazol-4-yl)pyridin-3-yl)-1,3-dihydro-2H-imidazo[4,5-c]quinolin-2-one